C(C=CC1=CC=CC=C1)(=O)OC1=CC(C)=CC=C1C(C)C thymyl cinnamate